C(C)(C)(C)C1=C(N=C(S1)NC(C(=CNC1=NC=CC2=CC=C(C=C12)C1=NOC(=N1)C)O)=O)C (S)-N-(5-(tert-butyl)-4-methylthiazol-2-yl)-2-hydroxy-3-((7-(5-methyl-1,2,4-oxadiazol-3-yl)isoquinolin-1-yl)amino)propenamide